(R)-N-(1-(3-amino-5-(trifluoromethyl)phenyl)ethyl)-6-bromo-2-methyl-8,9-dihydro-7H-cyclopenta[H]quinazolin-4-amine NC=1C=C(C=C(C1)C(F)(F)F)[C@@H](C)NC1=NC(=NC2=C3C(=C(C=C12)Br)CCC3)C